2,2'-bipyridine-4,4'-disulfonate N1=C(C=C(C=C1)S(=O)(=O)[O-])C1=NC=CC(=C1)S(=O)(=O)[O-]